N1C(=NCCCC1)C=1C=CC2=C(NC(=N2)C2=CC3=C(N=C(N3)C=3C=C(C=CC3)O)C=C2)C1 3-(6-(4,5,6,7-tetrahydro-1H-1,3-diazepin-2-yl)-1H,3'H-[2,5'-bibenzo[d]imidazol]-2'-yl)phenol